N1=NC(C2=C1C=CC=CC=CC=CC=C2)=O pyrazolocyclododecen-3-one